C(C(C)C)OC1=CC=C(C=C1)CCC(=O)O 3-(4-isobutoxyphenyl)propanoic acid